C(C)(C)(C)C(=C(CCCCCCCC(=O)O)C(C)(C)C)CCCCCCCC di-t-butyl-9-octadecenoic acid